2-(2-((methylthio)methyl)-4-nitrophenyl)acetonitrile CSCC1=C(C=CC(=C1)[N+](=O)[O-])CC#N